2-(difluoromethyl)-5-fluoro-1-tosyl-indoline FC(C1N(C2=CC=C(C=C2C1)F)S(=O)(=O)C1=CC=C(C)C=C1)F